2-[4-[(3S)-3-pyrimidin-5-yl-isoxazolidine-2-carbonyl]-1-piperidinyl]pyrimidine-4-carboxamide N1=CN=CC(=C1)[C@H]1N(OCC1)C(=O)C1CCN(CC1)C1=NC=CC(=N1)C(=O)N